3,5-dimethyl-1,3-heptadiene CC(C=C)=CC(CC)C